ClC1=C(C=C2C=C(N=CC2=C1)NC(=O)[C@@H]1[C@H]([C@H]1C=1C=NN(C1)C)CC)N1CC[NH+](CC1)[C@@]1(COCC1)C (1R,2S,3R)-N-[7-chloro-6-[4-((S)-3-methyltetrahydrofuran-3-yl)piperazin-4-ium-1-yl]-3-isoquinolinyl]-2-ethyl-3-(1-methylpyrazol-4-yl)cyclopropanecarboxamide